C(C1=CC=CC=C1)N1CC(CCC1)C=1C(=NN2C1N=CC=C2)C(=O)N(C)C (1-benzylpiperidin-3-yl)-N,N-dimethylpyrazolo[1,5-a]pyrimidine-2-carboxamide